C12CC(CC2C1)N1C(C(N(CC1)CC=1N=NC(=CC1)C1=CC=CC=C1)=O)=O 1-((cis)-bicyclo[3.1.0]hexan-3-yl)-4-((6-phenylpyridazin-3-yl)methyl)piperazine-2,3-dione